1-methyl-4-(7-nitrobenzo[d][1,3]dioxol-4-yl)piperazine CN1CCN(CC1)C1=CC=C(C=2OCOC21)[N+](=O)[O-]